CC1=CC=C(C=C1)S(=O)(=O)OCCOCCOCCOCCOCCOCCOCCOCCOCCN(C(=O)OC(C)(C)C)C(=O)OC(C)(C)C 2-[2-[2-[2-[2-[2-[2-[2-[2-[bis(tert-butoxycarbonyl)amino]ethoxy] ethoxy]ethoxy]ethoxy]ethoxy]ethoxy]ethoxy]ethoxy]ethyl 4-methylbenzenesulfonate